Rhodium (iii) nitrate [N+](=O)([O-])[O-].[Rh+3].[N+](=O)([O-])[O-].[N+](=O)([O-])[O-]